3-[(1S,3R)-1-[2,6-difluoro-4-[2-[3-(fluoromethyl)azetidin-1-yl]ethoxy]phenyl]-3-methyl-1,3,4,9-tetrahydropyrido[3,4-b]indol-2-yl]-2,2-dimethyl-propanoic acid FC1=C(C(=CC(=C1)OCCN1CC(C1)CF)F)[C@@H]1N([C@@H](CC2=C1NC1=CC=CC=C21)C)CC(C(=O)O)(C)C